IC1=CC(=C(C=C1C)N(C(C#CCC)=O)C1=CC=C2C(=N1)C=NN2C)OCCOCC#C N-(4-iodo-5-methyl-2-(2-(prop-2-yn-1-yloxy)ethoxy)phenyl)-N-(1-methyl-1H-pyrazolo[4,3-b]pyridin-5-yl)pent-2-ynamide